4-(3-cyclopentyl-2,6-dimethyl-3H-thieno[2,3-d]imidazol-5-yl)-N-(5-(3,3-difluoropyrrolidin-1-yl)pyridin-2-yl)-5-fluoropyrimidin-2-amine C1(CCCC1)N1C(=NC2=C1SC(=C2C)C2=NC(=NC=C2F)NC2=NC=C(C=C2)N2CC(CC2)(F)F)C